(E)-N-(3,4-dichlorophenyl)-N'-hydroxybenzimidamide ClC=1C=C(C=CC1Cl)N\C(\C1=CC=CC=C1)=N\O